methyl (2S)-2-(tert-butoxycarbonylamino)-3-[4-(2-methoxyethoxy)phenyl]propanoate C(C)(C)(C)OC(=O)N[C@H](C(=O)OC)CC1=CC=C(C=C1)OCCOC